FC1=CC2=C(N(C1=O)C)C(=CN2)C2=NC(=NC(=C2)OC2CCC(CC2)C(F)(F)F)C rel-6-fluoro-4-methyl-3-(2-methyl-6-{[(1r,4r)-4-(trifluoromethyl)-cyclohexyl]oxy}pyrimidin-4-yl)-1H,4H,5H-pyrrolo[3,2-b]pyridin-5-one